(2-tert-butoxycarbonyl-7-fluoro-1,3-benzothiazol-4-yl)boronic acid C(C)(C)(C)OC(=O)C=1SC2=C(N1)C(=CC=C2F)B(O)O